(4-(1-ethyl-1H-pyrazol-4-yl)-2-methylquinolin-6-yl)(morpholino)methanone C(C)N1N=CC(=C1)C1=CC(=NC2=CC=C(C=C12)C(=O)N1CCOCC1)C